BrC1=C(SC2=C1C=CC(=C2)O)C2=CC=C(C=C2)Br 3-bromo-2-(4-bromophenyl)-1-benzothiophene-6-ol